(6-(methylsulfonyl)pyridin-3-yl)boronic acid CS(=O)(=O)C1=CC=C(C=N1)B(O)O